2-Hydroxylethyl methacrylate C(C(=C)C)(=O)OCCO